tert-butyl 3-bromo-2-hydroxy-6-(ethoxymethyl)benzoate BrC=1C(=C(C(=O)OC(C)(C)C)C(=CC1)COCC)O